FCC1CN(C1)CCOC1=CC=C(C=C1)[C@@H]1[C@@H](CCC2=CC(=CC=C12)O)C1=CC=C(C=C1)F (1S,2R)-1-[4-[2-[3-(fluoromethyl)azetidin-1-yl]ethoxy]phenyl]-2-(4-fluorophenyl)tetrahydronaphthalen-6-ol